COC(=O)C=1C=C(C=CC1)N1CC2(CN(C2)C=2C(=C(C(=O)OC)C=CC2)N2C=CC=C2)C1 Methyl 3-(6-(3-(methoxycarbonyl)phenyl)-2,6-diazaspiro[3.3]heptan-2-yl)-2-(1H-pyrrol-1-yl)benzoate